tert-butyl 3-oxa-7,9-diazabicyclo[3.3.1]nonane-7-carboxylate C12COCC(CN(C1)C(=O)OC(C)(C)C)N2